3-amino-1-((1S,2R)-2-fluorocyclopropyl)Pyridin-2(1H)-one NC=1C(N(C=CC1)[C@@H]1[C@@H](C1)F)=O